5-[4-[2-[(pyridin-2-yl)oxy]acetylamino]phenyl]-1H-naphtho[1,2-b][1,4]diazepine-2,4(3H,5H)-dione N1=C(C=CC=C1)OCC(=O)NC1=CC=C(C=C1)N1C2=C(NC(CC1=O)=O)C1=CC=CC=C1C=C2